[N+](=O)([O-])C=1C=C(CO)C=C(C1)[N+](=O)[O-] 3,5-dinitro-benzyl alcohol